(2S)-2-{[(tert-butoxy)carbonyl]amino}-4-(methylsulfanyl)butanoic acid C(C)(C)(C)OC(=O)N[C@H](C(=O)O)CCSC